1,1-difluoro-2-hydroxyethanesulfonic acid benzyltrimethylammonium salt C(C1=CC=CC=C1)[N+](C)(C)C.FC(CO)(S(=O)(=O)[O-])F